2-((2-carboxy-2-(4-methyl-5,6-dihydropyridin-1(2H)-yl)ethyl)carbamoyl)benzoic acid C(=O)(O)C(CNC(=O)C1=C(C(=O)O)C=CC=C1)N1CC=C(CC1)C